1-((2'-methyl-4'-sulfamoyl-[1,1'-biphenyl]-3-yl)methyl)pyrrolidin-2-amid CC1=C(C=CC(=C1)S(N)(=O)=O)C1=CC(=CC=C1)CN1C(CCC1)C(=O)N